4-(4-fluoro-3-(3-((4,4,4-trifluorobutyl)amino)azetidine-1-carbonyl)benzyl)phthalazin FC1=C(C=C(CC2=NN=CC3=CC=CC=C23)C=C1)C(=O)N1CC(C1)NCCCC(F)(F)F